1-(3-methylphenyl)-N-({4-[5-(trifluoromethyl)-1,2,4-oxadiazol-3-yl]phenyl}methyl)piperidin-4-amine CC=1C=C(C=CC1)N1CCC(CC1)NCC1=CC=C(C=C1)C1=NOC(=N1)C(F)(F)F